CN1N=CC(=C1)C1=CNC2=NC=C(N=C21)N[C@@H](C)C=2C=C(C=CC2)NC(=O)[C@H]2[C@H](C2)C(F)(F)F (1R,2S)-N-(3-((s)-1-((7-(1-methyl-1H-pyrazol-4-yl)-5H-pyrrolo[2,3-b]pyrazin-2-yl)amino)ethyl)phenyl)-2-(trifluoromethyl)cyclopropane-1-carboxamide